C1=C(C=CC2=CC=CC=C12)\C(\C)=N/NC(CCC1=CC=CC=C1)=O (Z)-N'-(1-(naphthalen-2-yl)ethylidene)-3-phenylpropanehydrazide